COC(N[C@H](C(=O)NC=1C(N(C=CC1)CC=1OC2=C(N1)C(=CC=C2)CC(C)C)=O)CC\C=C\C(=O)N)=O Methyl-(S,E)-(7-amino-1-((1-((4-isobutylbenzo[d]oxazol-2-yl)methyl)-2-oxo-1,2-dihydropyridin-3-yl)amino)-1,7-dioxohept-5-en-2-yl)carbamat